FC1=C(C(=O)N2[C@H]([C@H](CC3=CC=CC=C23)C(=O)NC2=CC(=C(C=C2)CO)C(F)(F)F)C2=CC=C(C=C2)CCC(C)(C)O)C(=CC=C1)C (2R,3S)-1-(2-fluoro-6-methylbenzoyl)-2-(4-(3-hydroxy-3-methylbutyl)phenyl)-N-(4-(hydroxymethyl)-3-(trifluoromethyl)phenyl)-1,2,3,4-tetrahydroquinoline-3-carboxamide